2,2-dimethoxybenzil COC1(C(C=CC=C1)C(=O)C(=O)C1=CC=CC=C1)OC